Tert-butyl N-(8-hydroxy-3-oxo-4H-1,4-benzoxazin-6-yl)carbamate OC1=CC(=CC=2NC(COC21)=O)NC(OC(C)(C)C)=O